4-((8-isopropyl-2-methylpyrazolo[1,5-a][1,3,5]triazin-4-yl)amino)piperidine-1-carboxylic acid (3-fluoro-1-(2-fluoroacryloyl)azetidin-3-yl)methyl ester FC1(CN(C1)C(C(=C)F)=O)COC(=O)N1CCC(CC1)NC1=NC(=NC=2N1N=CC2C(C)C)C